N[C@@H]1C=C[C@@H](C1)C(=O)O (1R,4s)-(+)-4-(amino)-2-cyclopentene-1-carboxylic acid